CN1N=NC2=C1C=CC(=C2C)[C@H](C(C(=O)OCC)C)C2=CC(=C(C=C2)C)CO (3R)-ethyl 3-(1,4-dimethyl-1H-benzo[d][1,2,3]triazol-5-yl)-3-(3-(hydroxymethyl)-4-methylphenyl)-2-methylpropanoate